3-(2-Benzyloxyethoxy)-5-methyl-piperidine-1-carboxylic acid tert-butyl ester C(C)(C)(C)OC(=O)N1CC(CC(C1)C)OCCOCC1=CC=CC=C1